N12NCCCC(CC1)C2 diazabicyclo[4.2.1]nonane